(2S,4R)-4-cyclohexyl-1-((4-phenoxybenzoyl)glycyl)pyrrolidine-2-carboxylic acid C1(CCCCC1)[C@H]1C[C@H](N(C1)C(CNC(C1=CC=C(C=C1)OC1=CC=CC=C1)=O)=O)C(=O)O